5-ethyl-1,3-dioxane-5-yl acrylate C(C=C)(=O)OC1(COCOC1)CC